3-amino-N-(3-(methylsulfonamido)phenyl)-6-p-tolylpyrazine-2-carboxamide NC=1C(=NC(=CN1)C1=CC=C(C=C1)C)C(=O)NC1=CC(=CC=C1)NS(=O)(=O)C